5-(2-phenylethyl)-2-propoxyphenol C1(=CC=CC=C1)CCC=1C=CC(=C(C1)O)OCCC